tert-butyl 3-chlorocarbonylazetidine-1-carboxylate ClC(=O)C1CN(C1)C(=O)OC(C)(C)C